(3S)-2,3-dihydro-1-methyl-2-oxo-5-phenyl-1H-1,4-benzodiazepine CN1C(CN=C(C2=C1C=CC=C2)C2=CC=CC=C2)=O